C(C1=CC=CC=C1)N1CCCC2=CC(=CC(=C12)Br)C(CCCC)OC 1-benzyl-8-bromo-6-(1-methoxypentyl)-3,4-dihydro-2H-quinoline